NC=1C2=C(N=CN1)N(C(=C2C2=CC=C(C=C2)OC2=CC=CC=C2)C#C[C@H]2C[C@@H](N(CC2)C(C=C)=O)C)C 1-((2S,4R)-4-((4-amino-7-methyl-5-(4-phenoxyphenyl)-7H-pyrrolo[2,3-d]pyrimidin-6-yl)ethynyl)-2-methylpiperidin-1-yl)prop-2-en-1-one